COC(C(C)NC1=C(C(=C(C=C1)Br)F)[N+](=O)[O-])=O 2-(4-bromo-3-fluoro-2-nitro-anilino)propionic acid methyl ester